5-(4-(2-amino-6-fluoropyridin-3-yl)-2-chloro-5-fluorobenzamido)-3-chloro-N-(cyanomethyl)picolinamide NC1=NC(=CC=C1C1=CC(=C(C(=O)NC=2C=C(C(=NC2)C(=O)NCC#N)Cl)C=C1F)Cl)F